C1(CC1)N(C(=O)C=1C(=NN(C1F)C)C(F)F)C1=C(C=CC(=C1)Cl)C1CC1 N-cyclopropyl-N-(2-cyclopropyl-5-chlorophenyl)-3-(difluoromethyl)-5-fluoro-1-methyl-1H-pyrazole-4-carboxamide